((1S,3R)-3-{3-[2-(3-{[(Tetrahydro-pyran-4-carbonyl)-amino]-methyl}-2,3-dihydro-benzo[1,4]dioxin-5-yl)-pyridin-4-yl]-ureido}-cyclopentyl)-carbamic acid tert-butyl ester C(C)(C)(C)OC(N[C@@H]1C[C@@H](CC1)NC(=O)NC1=CC(=NC=C1)C1=CC=CC=2OCC(OC21)CNC(=O)C2CCOCC2)=O